C(#N)C=1C=C(C=CC1)C1=CC(=C(S1)C)C(=O)NC1=NC(=NS1)CN1CCN(CC1)C 5-(3-Cyanophenyl)-2-methyl-N-(3-((4-methylpiperazin-1-yl)methyl)-1,2,4-thiadiazol-5-yl)thiophene-3-carboxamide